C(C1=CC=CC=C1)SC=1C=C(C=C2C(=NN(C12)C(=O)OC(C)(C)C)C(=O)OC)C 1-tert-butyl 3-methyl 7-(benzylthio)-5-methyl-1H-indazole-1,3-dicarboxylate